N1=CC(=CC=C1)C1C(CCC2=CC=CC=C12)C=1C(=NC(=CC1)C(=O)N)C(=O)N (1-(pyridin-3-yl)-1,2,3,4-tetrahydronaphthalen-2-yl)pyridine-2,6-dicarboxamide